(1R,4R)-4-((6-((2-(1H-pyrazol-1-yl)benzyl)amino)-9-isopropyl-9H-purin-2-yl)amino)cyclohexan-1-ol N1(N=CC=C1)C1=C(CNC2=C3N=CN(C3=NC(=N2)NC2CCC(CC2)O)C(C)C)C=CC=C1